N-AcrylamidoValinamide C(C=C)(=O)NNC([C@@H](N)C(C)C)=O